ClC=1C=CC(=C(C1)C(CC(=O)O)CC(=O)O)F 3-(5-chloro-2-fluorophenyl)pentanedioic acid